FC1=C(C#N)C=CC(=C1)C1C(NC=2C=3C1=NNC(C3C=C(C2)F)=O)C2=C(C=C(C=C2F)F)F 2-fluoro-4-(5-fluoro-3-oxo-8-(2,4,6-trifluorophenyl)-2,7,8,9-tetrahydro-3H-pyrido[4,3,2-de]phthalazin-9-yl)benzonitrile